(5-amino-7-bromo-2-methyl-3-vinyl-2H-indazol-6-yl)(2-chloro-5-fluorophenyl)methanone NC1=CC2=C(N(N=C2C(=C1C(=O)C1=C(C=CC(=C1)F)Cl)Br)C)C=C